3-cyano-6-(dimethylamino)acridine C(#N)C=1C=CC2=CC3=CC=C(C=C3N=C2C1)N(C)C